ClC1=C(C=C(OCC(=O)NC23CC(C2)(C3)NC(=O)[C@@H]3OC2=C([C@@H](C3)O)C=CC=C2)C=C1)F (2R,4R)-N-{3-[2-(4-chloro-3-fluorophenoxy)acetamido]bicyclo[1.1.1]pent-1-yl}-4-hydroxy-3,4-dihydro-2H-1-benzopyran-2-carboxamide